N-(1-(4-chlorophenyl)-2,2,2-trifluoroethyl)morpholine-4-sulfonamide ClC1=CC=C(C=C1)C(C(F)(F)F)NS(=O)(=O)N1CCOCC1